C(CCCCCCC)(=O)C1=CC=C(C(C(=O)NC2=CC(=CC=C2)C(F)(F)F)=C1)O 5-n-octanoyl-3'-trifluoromethyl-salicylanilide